4-(2-(isoquinolin-1-yloxy)ethyl)morpholine C1(=NC=CC2=CC=CC=C12)OCCN1CCOCC1